O1C2=C(OCC1)C=C(C=C2)C(=O)NC=2C=CC(=C(C2)NC(=O)C2=CC=1C(=NC(=CC1)CC1CCN(CC1)CC)S2)F N-(5-(2,3-Dihydrobenzo[b][1,4]dioxine-6-carboxamido)-2-fluorophenyl)-6-((1-ethylpiperidin-4-yl)methyl)thieno[2,3-b]pyridine-2-carboxamide